BrC=1C(=C(C=C(C1)Cl)C1N(CCN(C1C)C(=O)[O-])C(=O)OCCCC)F butyl 2-(3-bromo-5-chloro-2-fluorophenyl)-3-methylpiperazine-1,4-dicarboxylate